C(C)(C)OC(C)(C)C=1N=C(SC1)NC(=O)C=1N(C=CC1)CC1=CC(N(C=C1)C)=O N-(4-(2-isopropoxypropan-2-yl)thiazol-2-yl)-1-((1-methyl-2-oxo-1,2-dihydropyridin-4-yl)methyl)-1H-pyrrole-2-carboxamide